N[C@@H]1CN(CC1)C=1C(N(C=C(C1)C=1C(=C(C=C(C1)F)C1=CC(=C(C=C1)N1C(N(CC1)C)=O)Cl)O)C)=O (S)-3-(3-aminopyrrolidin-1-yl)-5-(3'-chloro-5-fluoro-2-hydroxy-4'-(3-methyl-2-oxoimidazolidin-1-yl)-[1,1'-biphenyl]-3-yl)-1-methylpyridin-2(1H)-one